(1S,4R)-1-methyl-4-(1-methylvinyl)-2-cyclohexene-1-ol C[C@]1(C=C[C@@H](CC1)C(=C)C)O